(1-(4-chlorobenzyl)-3-(cyclobutanecarbonyl)-5-isopropyl-1H-indol-2-yl)-2,2-dimethylpropanoic acid ClC1=CC=C(CN2C(=C(C3=CC(=CC=C23)C(C)C)C(=O)C2CCC2)CC(C(=O)O)(C)C)C=C1